COC(C1=NC=C(C=C1)C=1C=C2CCCNC2=CC1Cl)=O.C(C)C1=CC=C(C=C1)OCC p-ethyl-phenetole methyl-5-(7-chloro-1,2,3,4-tetrahydroquinolin-6-yl)picolinate